4-(2,2-Difluoro-1-(trideuteromethyl)vinyloxy)-3,5-dimethoxy-β-nitrostyrene FC(=C(OC1=C(C=C(C=C[N+](=O)[O-])C=C1OC)OC)C([2H])([2H])[2H])F